S(=O)(=O)(O)C1=C(OC=C1)C(=O)O sulfo-furoic acid